BrC1=CC=C(C=C1)N1CN2[C@H](CN(CC2)C)C1 |r| (RS)-2-(4-Bromophenyl)-7-methylhexahydroimidazo[1,5-a]pyrazin